(-)-1-[(3S*,4R*)-4-(2,6-difluoro-4-methoxyphenyl)-2-oxopyrrolidin-3-yl]-3-(6-methyl-pyridin-3-yl)urea FC1=C(C(=CC(=C1)OC)F)[C@H]1[C@@H](C(NC1)=O)NC(=O)NC=1C=NC(=CC1)C |o1:10,11|